COC(=O)C1=NC=CC(=C1)NC(=O)C1O[C@@]([C@@H]([C@@H]1C1=C(C=C(C=C1)F)OC(F)F)C)(C(F)(F)F)C |r| rac-(3r,4r,5s)-4-[[3-[2-(difluoromethoxy)-4-fluoro-phenyl]-4,5-dimethyl-5-(trifluoromethyl)tetrahydrofuran-2-carbonyl]amino]pyridine-2-carboxylic acid methyl ester